C1CCC12CNC(C2)=O 6-azaspiro[3.4]octan-7-one